3-oxopropylzinc O=CCC[Zn]